O1CCN(CC1)C=1C(=NC=C(C1)C(F)(F)F)C1=NN=C(O1)N[C@H]1N=C(C2=C(NC1=O)C=CC=C2)C2=CC=CC=C2 (s)-3-((5-(3-morpholino-5-(trifluoromethyl)pyridin-2-yl)-1,3,4-oxadiazol-2-yl)amino)-5-phenyl-1,3-dihydro-2H-benzo[e][1,4]diazepin-2-one